C1(C(=C)CC(=O)O1)=O itaconic acid, anhydride